O=C1N(C(CC1)=O)OC(C1=C(C(=CC=C1)NC(CCC)=O)OC(CCC)=O)=O 3-butyrylamino-2-(butyryloxy)benzoic acid 2,5-dioxopyrrolidin-1-yl ester